(1S,2R,3R,4S,5R)-N-(5,6-diChloropyridin-3-yl)-5-hydroxy-3-(pyridin-4-yl)-7-oxabicyclo[2.2.1]Heptane-2-carboxamide ClC=1C=C(C=NC1Cl)NC(=O)[C@H]1[C@@H]2C[C@H]([C@H]([C@H]1C1=CC=NC=C1)O2)O